3-(1,3-dimethylbutylamino)phenothiazine CC(CC(C)C)NC=1C=CC=2NC3=CC=CC=C3SC2C1